5-dodecyl-benzene oxide C(CCCCCCCCCCC)C=1C=CC2C(C1)O2